1-[1-(4-fluorophenyl)cyclobutyl]-1,2-ethanediamine FC1=CC=C(C=C1)C1(CCC1)C(CN)N